N-(2-ethylhexyl)-2-(3,4-dibenzyloxy-phenyl)-3,5,7-tribenzyloxy-quinolin-4-one C(C)C(CN1C(=C(C(C2=C(C=C(C=C12)OCC1=CC=CC=C1)OCC1=CC=CC=C1)=O)OCC1=CC=CC=C1)C1=CC(=C(C=C1)OCC1=CC=CC=C1)OCC1=CC=CC=C1)CCCC